C(CCCCCCCCCCCCC)N1C(=C(C(C2=CC=CC=C12)=O)OC(=O)C(C)(C)C)C1=CC=CC=C1 N-tetradecyl-2-phenyl-3-tert-butylcarbonyloxy-quinolin-4-one